dinonylpentaerythritol diphosphite OP(O)OP(O)O.C(CCCCCCCC)C(O)(C(CO)(CO)CO)CCCCCCCCC